ClC=1C=CC(=C(C1)N1CCN(CC1)C(=O)[C@H]1[C@H](C1)C1=CC(=CC=C1)C(F)(F)F)C |r| Racemic-(4-(5-chloro-2-methylphenyl)piperazin-1-yl)((1RS,2SR)-2-(3-(trifluoromethyl)phenyl)-cyclopropyl)methanone